3-[(4-chlorophenyl)methyl]-2-hydroxy-1-methyl-2-(1,2,4-triazol-1-ylmethyl)cyclopentanecarboxylate ClC1=CC=C(C=C1)CC1C(C(CC1)(C(=O)[O-])C)(CN1N=CN=C1)O